CN(C)CC=1C=C(OC2=C3C(=NC=C2)NC=C3C3=NC(=NC=C3)N)C=C(C1)F 4-(4-(3-((dimethylamino)methyl)-5-fluorophenoxy)-1H-pyrrolo[2,3-b]pyridin-3-yl)pyrimidin-2-amine